tert-butyl (3R)-3-[N-(8-methylisoquinolin-1-yl)2-fluoro-4-{[4-(pyrrolidin-1-yl)-1,3,5-triazin-2-yl]amino}benzamido]piperidine-1-carboxylate CC=1C=CC=C2C=CN=C(C12)N(C(C1=C(C=C(C=C1)NC1=NC=NC(=N1)N1CCCC1)F)=O)[C@H]1CN(CCC1)C(=O)OC(C)(C)C